NC[C@@H]1N(C([C@@H](N(C1=O)C)CC(=O)OC(C1=C(C=CC=C1)Cl)(C1=CC=CC=C1)C1=CC=CC=C1)=O)C (2-Chlorotrityl) 2-((2S,5S)-5-(aminomethyl)-1,4-dimethyl-3,6-dioxopiperazin-2-yl)acetate